C(C)C1=CC=C(C=C1)N1N=CC(=C1)C=1C=C2C(=CNC2=CC1)NC(=O)C(=O)OC methyl ([5-[1-(4-ethylphenyl)pyrazol-4-yl]-1H-indol-3-yl]carbamoyl)formate